ClC1=CC=C(C=C1)C=1C2C3C=CC(C2C1CCC)C3 3-(4-chlorophenyl)-4-n-propyltricyclo[4.2.1.02,5]non-3,7-diene